ClC=1C=CC(=NC1)NC(=O)N1C(CC(C1)OCCC)C(=O)N N1-(5-chloropyridin-2-yl)-4-propoxypyrrolidin-1,2-dicarboxamide